ClC=1C=C(C=2N=CN=C(C2N1)NC1(CN(CCC1)C(=O)[O-])C1=CC=CC=C1)C(=O)OC 3-{[6-chloro-8-(methoxycarbonyl)pyrido[3,2-d]pyrimidin-4-yl]amino}-3-phenylpiperidine-1-carboxylate